N-((S)-7-((1S,4S)-2-oxa-5-azabicyclo[2.2.1]hept-5-yl)-5-methyl-4-oxo-2,3,4,5-tetrahydrobenzo[b][1,4]oxazepin-3-yl)-5-benzylisoxazole-3-carboxamide [C@@H]12OC[C@@H](N(C1)C1=CC3=C(OC[C@@H](C(N3C)=O)NC(=O)C3=NOC(=C3)CC3=CC=CC=C3)C=C1)C2